ClC1=C(CN2CC3=C(CC2)C(=C(S3)NC(CC3=CC=C(C=C3)S(N)(=O)=O)=O)C#N)C=CC(=C1)F N-(6-(2-Chloro-4-fluorobenzyl)-3-cyano-4,5,6,7-tetrahydrothieno[2,3-c]pyridin-2-yl)-2-(4-sulfamoylphenyl)acetamid